C(C)N1C=CC2=C(C=CC=C12)CC1=CC=C(C=C1)C(F)(F)F 1-ethyl-4-[[4-(trifluoromethyl)phenyl]methyl]indole